C(C1=CC=CC=C1)OC(CCCCCOS(=O)(=O)C1=CC=C(C)C=C1)=O 6-(tosyloxy)hexanoic acid benzyl ester